(4-chloro-3-{6-oxo-4-[4-(pyridin-2-ylethynyl)phenyl]-1,6-dihydropyrimidin-2-yl}benzyl)isobutyramide Ethyl-(2S)-2-(tert-butoxycarbonylamino)-2-[(7S)-6-oxospiro[2.5]octan-7-yl]acetate C(C)OC([C@H]([C@H]1C(CCC2(CC2)C1)=O)NC(=O)OC(C)(C)C)=O.ClC1=C(C=C(CC(C(=O)N)(C)C)C=C1)C=1NC(C=C(N1)C1=CC=C(C=C1)C#CC1=NC=CC=C1)=O